ammonium gold citrate C(CC(O)(C(=O)[O-])CC(=O)[O-])(=O)[O-].[Au+2].[NH4+]